S1C=NC2=C1C(=CC=C2)C(C(F)(F)F)NCCC(=O)N2CC1CCC(C2)N1C1=NC=C(C#N)C=C1 Racemic-6-(3-(3-((1-(benzo[d]thiazol-7-yl)-2,2,2-trifluoroethyl)amino)propanoyl)-3,8-diazabicyclo[3.2.1]octan-8-yl)nicotinonitrile